C1(CCCC1)N1C(=CC2=C1N=C(N=C2)NC2=NC=C(C=C2)N2CCC(CC2)N2CCC(CC2)(F)CCC2=CC=C(C=C2)C2C(NC(CC2)=O)=O)C(=O)N(C)C 7-cyclopentyl-2-((5-(4-(4-(2,6-dioxopiperidin-3-yl)phenethyl)-4-fluoro-[1,4'-bipiperidin]-1'-yl)pyridin-2-yl)amino)-N,N-dimethyl-7H-pyrrolo[2,3-d]pyrimidine-6-carboxamide